NC1=CC=C(OC=2C(=C(C(=O)C3=CC=CC=C3)C=CC2)OC2=CC=C(C=C2)N)C=C1 bis(4-aminophenoxy)benzophenone